7-chloro-N-{3-fluorobicyclo[1.1.1]pentan-1-yl}-1-methylpyrrolo[2,3-c]pyridine-2-carboxamide ClC=1N=CC=C2C1N(C(=C2)C(=O)NC21CC(C2)(C1)F)C